C1(CC1)C1=CC(=CC(=N1)C=1OC2=C(N1)C=C(C(=C2F)F)C(=O)OC)C2=C(C=C(C=C2)F)C2=NN=CN2C Methyl 2-{6-cyclopropyl-4-[4-fluoro-2-(4-methyl-1,2,4-triazol-3-yl)phenyl]pyridin-2-yl}-6,7-difluoro-1,3-benzoxazole-5-carboxylate